tetramethyldisilylene(tetramethylcyclopentadienyl)indenyl-zirconium (IV) dichloride [Cl-].[Cl-].CC=1C(=C2C(=C(C(C2=CC1)[Zr-2](C1(C(=C(C(=C1)C)C)C)C)(=[SiH2])=[SiH2])C)C)C